N-((2s,3r,4r,5r)-2,3,4,5,6-pentahydroxyhexyl)propionamide O[C@@H](CNC(CC)=O)[C@H]([C@@H]([C@@H](CO)O)O)O